16-chloro-5,22,24-trifluoro-17-hydroxy-8,12-dioxa-19lambda6-thia-20-azatetracyclo[19.3.1.114,18.02,7]hexacosa-1(25),2,4,6,14,16,18(26),21,23-nonaene-13,19,19-trione ClC=1C=C2C(OCCCOC3=CC(=CC=C3C=3C(=CC(=C(NS(C(C1O)=C2)(=O)=O)C3)F)F)F)=O